4-bromo-3-Methylphenol BrC1=C(C=C(C=C1)O)C